C(CCC)C1(C=CC=C1)[Ti](N(CC)CC)(N(CC)CC)N(CC)CC (n-butylcyclopentadienyl)tris(diethylamino)titanium